CC1=CC=C(C=C1)S(=O)(=O)OCCCCC=1C=C(C(=O)OC)C=CC1 methyl 3-(4-(p-toluenesulfonyloxy)n-butyl)benzoate